FC1=C(C=CC(=C1F)B1OC(C(O1)(C)C)(C)C)C=1C(=NN(C1)CC1CCOCC1)C 4-[2,3-difluoro-4-(4,4,5,5-tetramethyl-1,3,2-dioxaborolan-2-yl)phenyl]-3-methyl-1-(tetrahydropyran-4-ylmethyl)pyrazole